N1=C(C=CC=C1)CN(CC1=CC(=CC(=C1O)C)Cl)CC1=CC(=CC(=C1O)C)Cl 6,6'-(((Pyridin-2-ylmethyl)azanediyl)bis(methylene))bis(4-chloro-2-methylphenol)